FC(OC=1C=CC2=CN(N=C2C1)CC1=C2C=CNC2=C(C=C1OC)C)F 6-(difluoromethoxy)-2-((5-methoxy-7-methyl-1H-indol-4-yl)methyl)-2H-indazole